C(\C=C/C(=O)[O-])(=O)O[O-] peroxymaleate